2-((1S,5R)-3-(8-cyanoquinolin-5-yl)-5-(trifluoromethyl)-3-azabicyclo[3.1.0]hexane-1-Carbonyl)hydrazine C(#N)C=1C=CC(=C2C=CC=NC12)N1C[C@@]2(C[C@@]2(C1)C(F)(F)F)C(=O)NN